O=C1N(C2=CC=CC=C2C12CCCC2)C(=O)OC(C)(C)C tert-butyl 2'-oxospiro[cyclopentane-1,3'-indoline]-1'-carboxylate